C(C)N1C(N(C(C2=CC(=CC=C12)S(=O)(=O)NC1(COC1)C)=O)CC)=O 1,3-diethyl-N-(3-methyloxetan-3-yl)-2,4-dioxoquinazoline-6-sulphonamide